3-chlorobenzene ClC=1C=CC=CC1